O1C(=CC=C1)CNC(=S)N 1-(furan-2-ylmethyl)thiourea